N1=CN=CC2=C1C=CC=C2 benzo-1,3-diazine